N-(3-cyanobicyclo[1.1.1]pentan-1-yl)-2-oxo-2-((4S,5S)-3,3,7,7-tetrafluoro-4-hydroxy-1-azaspiro[4.4]nonan-1-yl)acetamide C(#N)C12CC(C1)(C2)NC(C(N2CC([C@H]([C@]21CC(CC1)(F)F)O)(F)F)=O)=O